C(C1=CC=CC=C1)N1C2=NC=NC(=C2N=C1C1=C(C=C(OCCN2C[C@@H](N(CC2)C(=O)OC(C)(C)C)CO)C=C1)Cl)OC1(CC1)C Tert-butyl (R)-4-(2-(4-(9-benzyl-6-(1-methylcyclopropoxy)-9H-purin-8-yl)-3-chlorophenoxy)ethyl)-2-(hydroxymethyl)piperazine-1-carboxylate